C(CC(=O)C)(=O)OCC.[Al] Aluminum monoethyl acetoacetate